(2R,3R,4R,5S)-6-aminohexane-1,2,3,4,5-penta-ol NC[C@@H]([C@H]([C@@H]([C@@H](CO)O)O)O)O